[Si](C1=CC=CC=C1)(C1=CC=CC=C1)(C(C)(C)C)OC1C(COCC1)C(=O)O 4-[(tert-butyldiphenylsilyl)oxy]oxane-3-carboxylic acid